(1S,2S)-2-(oxetan-3-ylmethoxy)-2,3-dihydro-1H-inden-1-amine O1CC(C1)CO[C@@H]1[C@H](C2=CC=CC=C2C1)N